C(CCCCCCCCCCCCCCCCC)NC(C(CC(=O)N)S(=O)(=O)O)=O.[Na].[Na] disodium N-octadecylsulfosuccinamide